2,3,6,7,10,11-hexamercaptotriphenylene hydrate O.SC1=CC=2C3=CC(=C(C=C3C3=CC(=C(C=C3C2C=C1S)S)S)S)S